5,8,14-triazatetracyclo[10.3.1.02,11.04,9]-hexadeca-2(11),3,5,7,9-pentaene C12C=3C=C4N=CC=NC4=CC3C(CNC1)C2